ClC1=CC=C(C=N1)NC1=NC=CC2=CC(=CC=C12)OCC1(CC2(COC2)C1)C#N 6-(((1-((6-chloropyridin-3-yl)amino)isoquinolin-6-yl)oxy)methyl)-2-oxaspiro[3.3]heptane-6-carbonitrile